C(C)C(C(=O)O)C(=O)O 2-ethylmalonic acid